ClC1=CC(=NC=C1)[C@H](CC=C)N (1S)-1-(4-chloropyridin-2-yl)but-3-en-1-amine